N-(4-chlorophenyl)-p-toluenesulfonamide CC1=CC=C(C=C1)S(=O)(=O)NC2=CC=C(C=C2)Cl